CN(C1=C(NC=C1)N)C 3-dimethylaminopyrroleamine